The molecule is a one-carbon compound in which the carbon atom is attached to an oxygen and a sulfur atom via double bonds. It is a one-carbon compound and an organosulfur compound. C(=O)=S